C1N(CCC2=CC=CC=C12)C[C@H](CNC(=O)N1C[C@@H](CCC1)N1C(C(=NC(=C1)C)C)=O)O (R)-N-((S)-3-(3,4-dihydroisoquinolin-2(1H)-yl)-2-hydroxypropyl)-3-(3,5-dimethyl-2-oxopyrazin-1(2H)-yl)piperidine-1-carboxamide